1-(7-chlorofuro[2,3-c]pyridin-4-yl)ethan-1-one ClC=1N=CC(=C2C1OC=C2)C(C)=O